C(C)N1C[C@@H](CC1)OCC1=C(C=CC(=C1)F)S(=O)(=O)NC1=C(C2=C([C@@H]3[C@H](CO2)C3)C=C1)C(=O)O (1aR,7bS)-5-[2-((R)-1-ethylpyrrolidin-3-yloxymethyl)-4-fluoro-benzenesulfonylamino]-1,1a,2,7b-tetrahydrocyclopropa-[c]benzopyran-4-carboxylic acid